NC=1C=C(C(=C(C1)N)C)C 4,6-diamino-ortho-xylene